1-(6-(((1S,3S)-3-((5-(difluoromethoxy)pyrimidin-2-yl)amino)cyclopentyl)amino)-1,2,4-triazine-3-yl)pyridine-2(1H)one FC(OC=1C=NC(=NC1)N[C@@H]1C[C@H](CC1)NC1=CN=C(N=N1)N1C(C=CC=C1)=O)F